lanthanum-titanium oxygen 2-(4-(4-(1-(pent-3-yl)-1H-pyrazol-4-yl)pyrazolo[1,5-a]pyrazin-6-yl)-1H-pyrazol-1-yl)ethanesulfonamide methyl-3-(diphenylamino)propanoate COC(CCN(C1=CC=CC=C1)C1=CC=CC=C1)=O.CCC(CC)N1N=CC(=C1)C=1C=2N(C=C(N1)C=1C=NN(C1)CCS(=O)(=O)N)N=CC2.[O].[Ti].[La]